C(#N)C1CN(CC1)S(=O)(=O)NC12CC(C1)(C2)N2C=NC=1C2=C2C(=NC1)NC=C2 3-Cyano-N-(3-(imidazo[4,5-d]pyrrolo[2,3-b]pyridin-1(6H)-yl)bicyclo[1.1.1]pentan-1-yl)pyrrolidine-1-sulfonamide